(S)-(4-(4-((2-amino-2,4-dimethylpentyl)oxy)-3-cyclopropylphenyl)pyridin-2-yl)carbamic acid methyl ester COC(NC1=NC=CC(=C1)C1=CC(=C(C=C1)OC[C@@](CC(C)C)(C)N)C1CC1)=O